CC1=CC=C(C=C1)S(=O)(=O)O.NCCS 2-aminoethanethiol para-toluenesulfonate